6-methyl-8-(5-phenylpyridin-2-yl)benzo[e][1,2,4]triazine-3-carboxylic acid ethyl ester C(C)OC(=O)C=1N=NC2=C(N1)C=C(C=C2C2=NC=C(C=C2)C2=CC=CC=C2)C